C(C)(C)(C)O[C@H]1[C@@H](C[C@H]2N(CCC3=CC(=C(C=C23)OC)OC[C@H](C)O)C1)O (2R,3R,11bR)-3-(tert-butoxy)-9-((S)-2-hydroxypropoxy)-10-methoxy-1,3,4,6,7,11b-hexahydro-2H-pyrido[2,1-a]isoquinolin-2-ol